2-(4-{[(3r,5r)-1-ethyl-5-fluoropiperidin-3-yl]amino}-8-fluoropyrrolo[1,2-d][1,2,4]triazin-1-yl)-5-(trifluoromethoxy)phenol C(C)N1C[C@@H](C[C@H](C1)F)NC1=NN=C(C=2N1C=CC2F)C2=C(C=C(C=C2)OC(F)(F)F)O